isopropyl 4-(methoxymethyl)-6-(thiazol-2-ylmethoxy)-9H-pyrido[3,4-b]indole-3-carboxylate COCC1=C(N=CC=2NC3=CC=C(C=C3C21)OCC=2SC=CN2)C(=O)OC(C)C